(R)-2-(4-((4-((1-(3-(2-((tert-butyldimethylsilyl)oxy)-1,1-difluoroethyl)-2-fluorophenyl)ethyl)amino)-2-methylquinazolin-6-yl)(methyl)amino)-2-oxopyridin-1(2H)-yl)-N,N-Dimethylacetamide [Si](C)(C)(C(C)(C)C)OCC(F)(F)C=1C(=C(C=CC1)[C@@H](C)NC1=NC(=NC2=CC=C(C=C12)N(C1=CC(N(C=C1)CC(=O)N(C)C)=O)C)C)F